1,3-dichloro-2-propanol-d5 ethyl-4-{4-[(tert-butoxycarbonyl)amino]butanamido}-1H-imidazole-2-carboxylate C(C)OC(=O)C=1NC=C(N1)NC(CCCNC(=O)OC(C)(C)C)=O.ClC(C(C(Cl)([2H])[2H])(O)[2H])([2H])[2H]